methyl 3-(N-(4-chloro-5-cyano-2-(((1R,2S)-2-fluorocyclopentyl)oxy)phenyl)sulfamoyl)-4-cyclopropylbenzoate ClC1=CC(=C(C=C1C#N)NS(=O)(=O)C=1C=C(C(=O)OC)C=CC1C1CC1)O[C@H]1[C@H](CCC1)F